2-tert-Butoxycarbonyl-5,7-dichloro-1,2,3,4-tetrahydroisoquinoline C(C)(C)(C)OC(=O)N1CC2=CC(=CC(=C2CC1)Cl)Cl